2,6-Bis{4-[diethylamino]phenyl}-4-phenylspiro{phosphinino[3,2-b:5,6-b']dithiophen-8,2'-(1,3)dioxolane}-P-oxide C(C)N(C1=CC=C(C=C1)C1=CC2=C(S1)C1(OCCO1)C=1SC(=CC1P2(C2=CC=CC=C2)=O)C2=CC=C(C=C2)N(CC)CC)CC